C(C)(C)(C)OC(=O)N1CCC(CC1)OS(=O)(=O)C 4-[(methylsulfonyl)oxy]piperidine-1-carboxylic acid tert-butyl ester